Cl.ClC=1C=CC(=NC1)[C@@H](C)N1C(=NC2=C1C=C(C(=C2)F)F)N2C[C@H]([C@@H](CC2)F)N (3R,4R)-1-(1-((R)-1-(5-chloropyridin-2-yl)ethyl)-5,6-difluoro-1H-benzo[d]imidazol-2-yl)-4-fluoropiperidin-3-amine hydrochloride